OCCCCCCCCCCCCCCCCCC(=O)C(O)[C@H](N)[C@H](O)\C=C\CCCCCCCCCCCCC hydroxyoctadecanoyl-sphingosine